NC1=C(C(=NC=C1C(=O)OC)Cl)OCCO[Si](C)(C)C(C)(C)C methyl 4-amino-5-(2-((tert-butyldimethylsilyl)oxy)ethoxy)-6-chloronicotinate